3,3-difluoro-5-oxohexahydropyrrolo[3,2-b]pyrrole-1(2H)-carboxylate FC1(C2C(N(C1)C(=O)[O-])CC(N2)=O)F